C(C(=C)C)(=O)OCCNC(=O)CCSCCC(NCCOC(C(=C)C)=O)=O 2-[2-methacryloyloxyethylcarbamoyl]-ethylsulfid